4-{[(1R)-1-[3-nitro-5-(trifluoromethyl)phenyl]ethyl]amino}pyrrolo[2,1-f][1,2,4]triazine-6-carboxylate [N+](=O)([O-])C=1C=C(C=C(C1)C(F)(F)F)[C@@H](C)NC1=NC=NN2C1=CC(=C2)C(=O)[O-]